N-(4-(4-(2-(1H-indazol-3-yl)acetamido)-2,5-difluorophenoxy)pyridin-2-yl)cyclopropanecarboxamide N1N=C(C2=CC=CC=C12)CC(=O)NC1=CC(=C(OC2=CC(=NC=C2)NC(=O)C2CC2)C=C1F)F